5-[2-chloro-6-(trifluoromethyl)phenyl]-1-cyclopentyl-1H-pyrazol ClC1=C(C(=CC=C1)C(F)(F)F)C1=CC=NN1C1CCCC1